tert-Butyl (2R,4R)-4-((tert-butyldiphenylsilyl)oxy)-2-((5-chloro-3-isopropoxy-2-(methoxycarbonyl)phenoxy)methyl)pyrrolidin-1-carboxylate [Si](C1=CC=CC=C1)(C1=CC=CC=C1)(C(C)(C)C)O[C@@H]1C[C@@H](N(C1)C(=O)OC(C)(C)C)COC1=C(C(=CC(=C1)Cl)OC(C)C)C(=O)OC